BrCC1(CN(C1)C(=O)OC(C)(C)C)F tertbutyl 3-(bromomethyl)-3-fluoroazetidine-1-carboxylate